sodium (phosphate) oxalate C(C(=O)O)(=O)[O-].P(=O)(O)(O)O.[Na+]